The molecule is an N-acyl-amino acid that is a form of the water-soluble vitamin B9. Its biologically active forms (tetrahydrofolate and others) are essential for nucleotide biosynthesis and homocysteine remethylation. It has a role as a B vitamin, a human metabolite, a nutrient and a mouse metabolite. It is a member of folic acids and a N-acyl-amino acid. It derives from a pteroic acid. It is a conjugate acid of a folate(2-). C1=CC(=CC=C1C(=O)N[C@@H](CCC(=O)O)C(=O)O)NCC2=CN=C3C(=N2)C(=O)NC(=N3)N